Cl.Cl.N1=CC=CC2=CC=CC(=C12)N1CC(CC1)C(=O)N (quinolin-8-yl)pyrrolidine-3-carboxamide dihydrochloride